Benzyl 4-[[1-(6-benzyloxy-3-pyridyl) azetidin-3-yl]methyl]piperidine-1-carboxylate C(C1=CC=CC=C1)OC1=CC=C(C=N1)N1CC(C1)CC1CCN(CC1)C(=O)OCC1=CC=CC=C1